N-(3-oxo-5-(trifluoromethyl)cyclohex-1-en-1-yl)-3,5-bis(trifluoromethyl)benzamide O=C1C=C(CC(C1)C(F)(F)F)NC(C1=CC(=CC(=C1)C(F)(F)F)C(F)(F)F)=O